C(C)(C)N1C(=NC2=NC=C(C=C21)C2=CNC=1N=CN=C(C12)C=1C=NN(C1)C)C 1-isopropyl-2-methyl-6-(4-(1-methyl-1H-pyrazol-4-yl)-7H-pyrrolo[2,3-d]pyrimidin-5-yl)-1H-imidazo[4,5-b]pyridine